(3-(5-fluoropyrimidin-2-yl)-4-methylphenyl)-2-azabicyclo[3.1.0]hexane-3-carboxamide hydrochloride Cl.FC=1C=NC(=NC1)C=1C=C(C=CC1C)C12NC(CC2C1)C(=O)N